CC(=O)C1=C(C=C(C=C1)C(F)(F)F)Br 2-bromo-4-(trifluoromethyl)acetophenone